FC1=CC(=C(C=C1[N+](=O)[O-])NC1=NC=C(C=N1)C)OC N-(4-fluoro-2-methoxy-5-nitrophenyl)-5-methylpyrimidin-2-amine